2-(4-{[6-fluoro-7-(8-methyl-2,3-dihydro-1H-pyrido[2,3-b][1,4]oxazin-7-yl)quinazolin-2-yl]amino}phenyl)-N-methylacetamide FC=1C=C2C=NC(=NC2=CC1C1=C(C2=C(OCCN2)N=C1)C)NC1=CC=C(C=C1)CC(=O)NC